6-((2S)-2-((((S)-tetrahydrofuran-3-yl)oxy)methyl)-4-(4-(trifluoromethyl)phenyl)pyrrolidin-1-yl)nicotinic acid O1C[C@H](CC1)OC[C@H]1N(CC(C1)C1=CC=C(C=C1)C(F)(F)F)C1=NC=C(C(=O)O)C=C1